2-(3',5'-difluoro-2-(trifluoromethyl)-[1,1'-biphenyl]-3-yl)-N-((1R,6S)-2,2-difluoro-6-(4-isopropylpiperazin-1-yl)cyclohexyl)acetamide FC=1C=C(C=C(C1)F)C1=C(C(=CC=C1)CC(=O)N[C@H]1C(CCC[C@@H]1N1CCN(CC1)C(C)C)(F)F)C(F)(F)F